4-diethoxyphosphinothiotetrahydrothiophene-1,1-dioxide C(C)OP(SC1CCS(C1)(=O)=O)OCC